tetravinyl-ammonium bromide [Br-].C(=C)[N+](C=C)(C=C)C=C